C1(=CC=CC=C1)COCCN phenylmethoxyethylamine